C(#N)C1=C(C=C(C=C1)C=1C=C(C(=O)N2[C@@H]3C[C@H]([C@H]2CC3)NS(=O)(=O)C3=C(C=C(C=C3)[N+](=O)[O-])[N+](=O)[O-])C=CC1C1=C(C=C(C=C1)CC(C)(C)O)F)F |o1:14,16,17| N-[(1S,3R,4R)-rel-7-[3-(4-cyano-3-fluoro-phenyl)-4-[2-fluoro-4-(2-hydroxy-2-methylpropyl)phenyl]benzoyl]-7-azabicyclo[2.2.1]heptan-3-yl]-2,4-dinitrobenzenesulfonamide